(1R,3S)-3-(5-{2-[3-(benzyloxy)-5-cyano-2-formylphenoxy]acetamido}-2H-pyrazol-3-yl)cyclopentyl N-isopropylcarbamate C(C)(C)NC(O[C@H]1C[C@H](CC1)C=1NN=C(C1)NC(COC1=C(C(=CC(=C1)C#N)OCC1=CC=CC=C1)C=O)=O)=O